4-tert-butyl 2-(hydroxymethyl)piperazine-1,4-dicarboxylate OCC1N(CCN(C1)C(=O)OC(C)(C)C)C(=O)[O-]